CC1(OB(OC1(C)C)C=1C=C(C=CC1)C1=CCCN(C1)C(=O)OC(C)(C)C)C tert-butyl 5-(3-(4,4,5,5-tetramethyl-1,3,2-dioxaborolan-2-yl)phenyl)-3,6-dihydropyridine-1(2H)-carboxylate